C1(CC1)N1N=CC2=CC=CC=C12 cyclopropyl-1H-indazol